FC(C(=O)OC1=C(C(=C(C(=C1F)F)F)F)F)(C1=CC=CC=C1)F perfluorophenyl 2,2-difluoro-2-phenylacetate